N-(8-amino-6-(4-methylpyridin-3-yl)isoquinolin-3-yl)cyclopropanecarboxamide NC=1C=C(C=C2C=C(N=CC12)NC(=O)C1CC1)C=1C=NC=CC1C